NC1CC(C(C(C1)=CC1=CC=CC=C1)=O)=CC1=CC=CC=C1 4-amino-2,6-bis(phenylmethylene)cyclohexanone